4-Bromo-3-(2-chloro-5-fluorophenyl)-2-(4-methoxybenzyl)-2,3-dihydro-1H-pyrrolo[3,4-f]quinoline BrC1=C2C(=C3C=CC=NC3=C1)CN(C2C2=C(C=CC(=C2)F)Cl)CC2=CC=C(C=C2)OC